1-[2-(difluoromethoxy)ethyl]-4-[2,3-difluoro-4-(4,4,5,5-tetramethyl-1,3,2-dioxaborolan-2-yl)phenyl]-3-(trifluoromethyl)pyrazole FC(OCCN1N=C(C(=C1)C1=C(C(=C(C=C1)B1OC(C(O1)(C)C)(C)C)F)F)C(F)(F)F)F